Benzyl N-[3-[(1S,4S)-5-[[1-[5-chloro-1-(2,6-dioxo-3-piperidyl)-3-methyl-2-oxo-benzimidazol-4-yl]-4-piperidyl]methyl]-2,5-diazabicyclo[2.2.1]heptan-2-yl]cyclobutyl]carbamate ClC1=C(C2=C(N(C(N2C)=O)C2C(NC(CC2)=O)=O)C=C1)N1CCC(CC1)CN1[C@@H]2CN([C@H](C1)C2)C2CC(C2)NC(OCC2=CC=CC=C2)=O